CC1=CNC(C1=S(=O)=O)C 3,5-dimethyl-4-sulfonyl-1H-pyrrole